3-(5-(oxazol-2-yl)pyridin-3-yl)-4-(trifluoromethoxy)phenyl octylcarbamate C(CCCCCCC)NC(OC1=CC(=C(C=C1)OC(F)(F)F)C=1C=NC=C(C1)C=1OC=CN1)=O